C1(CCC1)N1C(=NC2=C1C=C(C=C2)C(=O)OC(C)(C)C)C=2N(OC(N2)(C(=O)OC)CC(=O)OC)C tert-butyl 1-cyclobutyl-2-[5-(2-methoxy-2-oxoethyl)-5-(methoxycarbonyl)-2-methyl-2,5-dihydro-1,2,4-oxadiazol-3-yl]-1H-1,3-benzodiazole-6-carboxylate